NCCN1C(=CC=2C=NC(=CC21)NC(=O)C2CC2)C2=NC=NC(=C2)C N-(1-(2-aminoethyl)-2-(6-methylpyrimidin-4-yl)-1H-pyrrolo[3,2-c]pyridin-6-yl)cyclopropanecarboxamide